C1(CC1)NC(C1=C(C=C(C=C1)C1=CN=C2N1N=C(C=C2NCCC(F)(F)F)OC2=C(C(=C(C=C2)OC)F)F)C)=O N-cyclopropyl-4-(6-(2,3-difluoro-4-methoxyphenoxy)-8-((3,3,3-trifluoropropyl)amino)imidazo[1,2-b]pyridazin-3-yl)-2-methylbenzamide